methyl-β-carboline CC1=NC=CC=2C3=CC=CC=C3NC12